CN(C(=O)OC=1C(=CC(=C(C1)SSSC1=C(C=C(C(=C1)OC(N(C)C)=O)F)C)C)F)C bis(5-dimethylcarbamoyloxy-4-fluoro-2-methylphenyl) trisulfide